BrC(C(=O)OC(C)(C)C)C=1C=CC=C2C(COC(C12)(C)C)(C)C tert-butyl 2-bromo-2-(1,1,4,4-tetramethylisochroman-8-yl)acetate